C(C)(C)C1=C(C=CC=C1)C1N(C(CN(C1)C1CCC(CC1)C1=CC=C(C=C1)OC)=O)C1CC2(C1)CCN(CC2)C(=O)OC(C)(C)C Tert-butyl 2-(2-(2-isopropylphenyl)-4-(4-(4-methoxyphenyl) cyclohexyl)-6-oxopiperazin-1-yl)-7-azaspiro[3.5]Nonane-7-carboxylate